5-(1-(3,5-dichloropyridin-4-yl)ethoxy)-N-(4-(4-ethylpiperazin-1-yl)phenyl)-1H-indazole-3-carboxamide ClC=1C=NC=C(C1C(C)OC=1C=C2C(=NNC2=CC1)C(=O)NC1=CC=C(C=C1)N1CCN(CC1)CC)Cl